(2S,5S)-2-Ethyl-1,6-dioxaspiro[4.4]nonane C(C)[C@@H]1O[C@@]2(CC1)OCCC2